4-isopropylisoxazole-3-carboxamide C(C)(C)C=1C(=NOC1)C(=O)N